Br.C(CC)(=O)O propanoate HBr salt